P(=O)([O-])([O-])[O-].C(N)(=O)[NH2+]CC.C(N)(=O)[NH2+]CC.C(N)(=O)[NH2+]CC carbamyl-ethyl-ammonium phosphate salt